4-acridineformamide dihydrochloride Cl.Cl.C1=CC=C(C2=NC3=CC=CC=C3C=C12)C(=O)N